(1S)-2-[4,6-bis(trifluoromethyl)-1,3,5-triazin-2-yl]-6-chloro-1-(cyclohexylmethyl)-2,3,4,9-tetrahydro-1H-pyrido[3,4-b]indole FC(C1=NC(=NC(=N1)C(F)(F)F)N1[C@H](C=2NC3=CC=C(C=C3C2CC1)Cl)CC1CCCCC1)(F)F